C[C@H](CC(C)C)N (R)-1,3-dimethylbutylamine